Butanetetraol C(C(CC)O)(O)(O)O